(Z)-18-((tert-Butyldimethylsilyl)oxy)octadec-9-en-7-yl stearate C(CCCCCCCCCCCCCCCCC)(=O)OC(CCCCCC)C\C=C/CCCCCCCCO[Si](C)(C)C(C)(C)C